1,1-diethoxypropane (methoxyimino)-2-[[[[1-[3-(trifluoromethyl)phenyl]ethylidene]amino]oxy]methyl]-benzeneacetate CON=C(C(=O)O)C1=C(C=CC=C1)CON=C(C)C1=CC(=CC=C1)C(F)(F)F.C(C)OC(CC)OCC